methyl (2S,3R)-2-(phthalimidomethyl)-3-hydroxybutyrate C1(C=2C(C(N1C[C@H](C(=O)OC)[C@@H](C)O)=O)=CC=CC2)=O